C(C)(C)(C)OC(NCC1=CC(=CC=C1)NC=1C(=NC(=CC1)C1=CC=CC=2OCCOC21)OC)=O {3-[6-(2,3-Dihydro-benzo[1,4]dioxin-5-yl)-2-methoxy-pyridin-3-ylamino]-benzyl}-carbamic acid tert-butyl ester